CC(C)C(C(C)O)CCCCCCCCCCCC 3-(1-methylethyl)-2-pentadecanol